FC1=C(C(=CC=C1)OC)C1=C(C=NC(=C1)C)C(=O)NC=1SC(=NN1)[C@H]1[C@@H](C1)C1=CC=CC=C1 4-(2-fluoro-6-methoxyphenyl)-6-methyl-N-(5-((trans)-2-phenylcyclopropyl)-1,3,4-thiadiazol-2-yl)pyridine-3-carboxamide